S(C)(=O)(=O)OCCCC#C pent-4-ynyl mesylate